[W].[Co].[B] Boron-cobalt-tungsten